C1(CC1)N1N=C(C2=C(C1=O)C(=C(C(N2C)=O)C)NC2=C(C=C(C=C2)I)F)C=2C=C(C=CC2)NS(=O)C N-[3-[6-cyclopropyl-4-(2-fluoro-4-iodo-anilino)-1,3-dimethyl-2,5-dioxo-pyrido[2,3-d]pyridazin-8-yl]phenyl]methanesulfinamide